[4-[2-[5-[(6,7-difluoro-4-methylsulfanyl-1H-indol-5-yl)oxy]-2-fluoro-phenyl]-1H-imidazol-5-yl]-4-methyl-chroman-8-yl]methanol FC1=C(C(=C2C=CNC2=C1F)SC)OC=1C=CC(=C(C1)C=1NC(=CN1)C1(CCOC2=C(C=CC=C12)CO)C)F